6-[(1-{(2S)-2-amino-3-[(2-hydroxyethyl)amino]-2-methyl-3-oxopropyl}azetidin-3-yl)oxy]-3-[(1R,2S)-2-boronocyclopropyl]-2-hydroxybenzoic acid N[C@@](CN1CC(C1)OC1=CC=C(C(=C1C(=O)O)O)[C@H]1[C@H](C1)B(O)O)(C(=O)NCCO)C